ClC=1C=CC(=C(C1)N1CON(CO1)C(C(=O)NC1=CC(=CC=C1)F)CC1=CC=CC=C1)N1N=NN=C1 2-(4-(5-Chloro-2-(1H-tetrazol-1-yl)phenyl)-2,5-dioxapiperazin-1-yl)-N-(3-fluorophenyl)-3-phenylpropionamide